C(C)(C)(C)C=1C=CC=2N(C3=CC=CC=C3C2C1)C1=CC=C(C=C1)C=1C(=C(C(=C(C1C1=CC(=NC(=C1)C)C)C1=CC=C(C=C1)N1C2=CC=CC=C2C=2C=C(C=CC12)C(C)(C)C)C#N)C1=CC=C(C=C1)N1C2=CC=CC=C2C=2C=C(C=CC12)C(C)(C)C)C1=CC(=CC(=C1)C1=CC=CC=C1)C1=CC=CC=C1 4-(3-(tert-butyl)-9H-carbazol-9-yl)-3',5'-bis(4-(3-(tert-butyl)-9H-carbazol-9-yl)phenyl)-6'-(2,6-dimethylpyridin-4-yl)-5''-phenyl-[1,1':2',1'':3'',1'''-quaterphenyl]-4'-carbonitrile